F[N+](S(=O)(=O)C(C(C(C(C(C(F)(F)F)(F)F)(F)F)(F)F)(F)F)(F)F)(F)F perfluorohexyl-sulfonyl-ammonium